C=C(CC(C)=O)CCC 4-methylideneheptan-2-one